3-Aminopropansulfonat NCCCS(=O)(=O)[O-]